(S)-N-(1-(2-acetyl-7-chloro-1,2,3,4-tetrahydroisoquinolin-5-yl)-3-(1,3-dioxan-2-yl)propyl)-2-methylpropane-2-sulfinamide C(C)(=O)N1CC2=CC(=CC(=C2CC1)C(CCC1OCCCO1)N[S@@](=O)C(C)(C)C)Cl